4'-nitro-[1,1'-biphenyl]-4-ol [N+](=O)([O-])C1=CC=C(C=C1)C1=CC=C(C=C1)O